1-(Cyclopentylmethyl)-N-(2,4-dimethyl-5-oxo-5,6,7,8-tetrahydro-4H-pyrazolo[1,5-a][1,3]diazepin-6-yl)-1H-1,2,4-triazol-3-carboxamid C1(CCCC1)CN1N=C(N=C1)C(=O)NC1C(N(C=2N(CC1)N=C(C2)C)C)=O